C(CC(=C)C)NCC=1C(NC(N([C@H]2[C@H](OC)[C@H](O)[C@@H](CO)O2)C1)=O)=O 5-(isopentenylaminomethyl)-2'-O-methyl-uridine